C(CCCCCCCCCCCCCCC)[N+](CCO)(C)C Cetyldimethyl-2-hydroxyethylammonium